2-ethylhexyl 2-(4'-(benzyloxy)-[1,1'-biphenyl]-4-yl)-4-phenyl-1H-pyrrole-3-carboxylate C(C1=CC=CC=C1)OC1=CC=C(C=C1)C1=CC=C(C=C1)C=1NC=C(C1C(=O)OCC(CCCC)CC)C1=CC=CC=C1